N-[1-[2-[(2S,4R)-4-hydroxy-1-[2-(3-methoxyisoxazol-5-yl)-3-methyl-butyryl]pyrrolidin-2-yl]-1H-imidazole-4-carbonyl]pyrrolidin-3-yl]-N-methyl-benzamide O[C@@H]1C[C@H](N(C1)C(C(C(C)C)C1=CC(=NO1)OC)=O)C=1NC=C(N1)C(=O)N1CC(CC1)N(C(C1=CC=CC=C1)=O)C